F[C@H]1CCN(C1)C(=O)C=1C=NC(=NC1)OC (3R,4S)-4-fluoro-1-(2-methoxypyrimidine-5-carbonyl)pyrrolidin